FC=1C(=NC=CC1)C(C#N)(C)C 2-(3-fluoropyridin-2-yl)-2-methylpropanenitrile